(R)-4-(oxetan-3-yloxy)-N-(1-(5,6,7,8-tetrahydropyrido[3,4-d]pyrimidin-4-yl)piperidin-3-yl)-5-(trifluoromethyl)pyrimidin-2-amine trifluoroacetate FC(C(=O)O)(F)F.O1CC(C1)OC1=NC(=NC=C1C(F)(F)F)N[C@H]1CN(CCC1)C=1C2=C(N=CN1)CNCC2